FC=1C=C2C(=C(NC2=C(C1)F)C1=CC=C(C=C1)F)C1CCC1 (1r,3r)-3-(5,7-difluoro-2-(4-fluorophenyl)-1H-indol-3-yl)cyclobutan